6-methyl-2'-deoxyadenosine triphosphate P(O)(=O)(OP(=O)(O)OP(=O)(O)O)OC[C@@H]1[C@H](C[C@@H](O1)N1CN=C2C(N)(N=CN=C12)C)O